2-Methyl-propane-2-sulfinic acid {3-[6-amino-8-(3-fluoro-6-iodo-indan-5-ylsulfanyl)-purin-9-yl]-propyl}-amide NC1=C2N=C(N(C2=NC=N1)CCCNS(=O)C(C)(C)C)SC=1C=C2C(CCC2=CC1I)F